C(C1=CC=CC=C1)OCCC 1-(benzyloxy)propane